OCCNC(=O)C=1N=C(SC1)C=1C=NN(C1)C1=CC=CC=C1 N-(2-hydroxyethyl)-2-(1-phenyl-1H-pyrazol-4-yl)-1,3-thiazole-4-carboxamide